ClC1=CC=C2C(=NC=3N(C2=C1)C=NN3)N(C)C3=CC(=CC=C3)C=3C=NC(=CC3)N3CCC(CC3)OC 8-chloro-N-(3-(6-(4-methoxypiperidin-1-yl)pyridin-3-yl)phenyl)-N-methyl-[1,2,4]triazolo[4,3-a]quinazolin-5-amine